3-(3-bromo-2-(1-(methoxymethoxy)propan-2-yl)phenyl)tetrahydro-2H-pyran-3-ol BrC=1C(=C(C=CC1)C1(COCCC1)O)C(COCOC)C